C(=O)O.N[C@H](CC1=C(C2=NC(=CC(=C2S1)NCC=1SC=CC1)C#N)Br)C 2-[(2S)-2-aminopropyl]-3-bromo-7-{[(thiophen-2-yl)methyl]amino}thieno[3,2-b]pyridine-5-carbonitrile formate salt